CN1CCN(CC1)CCCNC(=O)C1=CC2=C(N(C(=N2)NC=2SC3=C(N2)C=CC(=C3)C(F)(F)F)C)C=C1 1-Methyl-2-(6-trifluoromethyl-benzothiazol-2-ylamino)-1H-benzoimidazole-5-carboxylic acid [3-(4-methyl-piperazin-1-yl)-propyl]-amide